5-(((trifluoromethyl)sulfonyl)oxy)benzofuran-2-carboxylic acid methyl ester COC(=O)C=1OC2=C(C1)C=C(C=C2)OS(=O)(=O)C(F)(F)F